C(#N)C=1C=C2C(=NC1)N(C=C2)C2=NC=C(C(=O)NC1CCC(CC1)C(=O)NCCCOCCCN1C[C@@H](CC1)NC(OC(C)(C)C)=O)C(=C2)NC(C)C tert-butyl ((R)-1-(3-(3-((1r,4R)-4-(6-(5-cyano-1H-pyrrolo[2,3-b]pyridin-1-yl)-4-(isopropylamino)nicotinamido)cyclohexane-1-carboxamido)propoxy)propyl) pyrrolidin-3-yl)carbamate